FC=1C=C2C(=CC=NC2=CC1)OB(O)O (6-fluoroquinoline-4-yl)boric acid